C(C)(C)(C)C1=CC=2C(C=3C=C(C=C4C(C=5C=C(C=CC5N(C34)C2C=C1)C(C)(C)C)=O)C1=C(C=C(C#N)C=C1)N1C2=CC=C(C=C2C=2C=C(C=CC12)C(C)(C)C)C(C)(C)C)=O 4-(3,11-di-tert-butyl-5,9-dioxo-5,9-dihydroquinolino[3,2,1-de]acridin-7-yl)-3-(3,6-di-tert-butyl-9H-carbazol-9-yl)benzonitrile